4-(8-chloro-5-methoxy-5,6-dihydro-4H-[1,2,4]triazolo[4,3-a][1]benzazepin-1-yl)piperidine-1-carboxylic acid tert-butyl ester C(C)(C)(C)OC(=O)N1CCC(CC1)C1=NN=C2N1C1=C(CC(C2)OC)C=C(C=C1)Cl